2-({[5-(4-methoxyphenyl)-1,3,4-oxadiazol-2-yl]methyl}sulfanyl)pyrimidin COC1=CC=C(C=C1)C1=NN=C(O1)CSC1=NC=CC=N1